behenyl-diethyl-aminoethyl-amide C(CCCCCCCCCCCCCCCCCCCCC)[N-]CC(N)(CC)CC